triisopropyl-((2-(4,4,5,5-tetramethyl-1,3,2-dioxaborolan-2-yl)allyl)oxy)silane Ethyl-2-(3-hydroxypropyl)thiazole-4-carboxylate C(C)OC(=O)C=1N=C(SC1)CCCO.C(C)(C)[Si](OCC(=C)B1OC(C(O1)(C)C)(C)C)(C(C)C)C(C)C